5-(3-(6-methylpyridin-2-yl)-1H-pyrazol-4-yl)-N-(4-(piperazin-1-yl)phenyl)-1H-benzo[d]imidazol-2-amine CC1=CC=CC(=N1)C1=NNC=C1C1=CC2=C(NC(=N2)NC2=CC=C(C=C2)N2CCNCC2)C=C1